BrC1=C(C=CC2=C1OC1=C2C=CC=C1)Cl 4-bromo-3-chlorodibenzo[b,d]furan